O=C1NC(CCC1C1=CC(=C(C=C1)C1CCN(CC1)CC1CCC(CC1)N1N=C2C=C(C(=CC2=C1)C(=O)NC=1C=NN2C1N=CC(=C2)C)OC(C)C)F)=O 2-((1r,4r)-4-((4-(4-(2,6-dioxopiperidin-3-yl)-2-fluorophenyl)piperidin-1-yl)methyl)cyclohexyl)-6-isopropoxy-N-(6-methylpyrazolo[1,5-a]pyrimidin-3-yl)-2H-indazole-5-carboxamide